C(C1=CC=CC=C1)OC=1C(=C(C=CC1OC)CC(=O)NCCC1=CC(=C(C=C1)O)OC)Br 2-(3-(benzyloxy)-2-bromo-4-methoxyphenyl)-N-(4-hydroxy-3-methoxyphenethyl)acetamide